8'-Methyl-N-[(1-methyl-1H-pyrazol-3-yl)methyl]-2'-(pyridin-2-ylmethyl)-2',5'-dihydrospiro[cyclopropan-1,4'-furo[2,3-g]indazol]-7'-carboxamid CC1=C(OC=2CC3(C4=CN(N=C4C21)CC2=NC=CC=C2)CC3)C(=O)NCC3=NN(C=C3)C